2-quinoxalin-6-ylcyclohexanone N1=CC=NC2=CC(=CC=C12)C1C(CCCC1)=O